tert-Butyl (3-cyano-7-fluoro-4-(5-fluoro-3-((3R,4S)-3-(isopropylamino)-4-methylpyrrolidin-1-yl)-7,9-dihydrofuro[3,4-f]quinazolin-6-yl)thieno[3,2-c]pyridin-2-yl)carbamate C(#N)C1=C(SC2=C1C(=NC=C2F)C=2C1=C(C=3C=NC(=NC3C2F)N2C[C@@H]([C@H](C2)C)NC(C)C)COC1)NC(OC(C)(C)C)=O